BrC1=CC=C(S1)C=1C=2C(C(=C3N=C(C(=NC13)C1=CC=C(C=C1)OCCCCCC)C1=CC=C(C=C1)OCCCCCC)C=1SC(=CC1)Br)=NSN2 4,9-bis(5-bromothiophen-2-yl)-6,7-bis(4-(hexyloxy)phenyl)-[1,2,5]Thiadiazolo[3,4-G]Quinoxaline